1,4-diethyl butanedisulfonate C(CCCS(=O)(=O)OCC)S(=O)(=O)OCC